BrC1=C(C=CC=C1)[C@H](C)N (S)-1-(2-bromophenyl)ethylamine